COC1=C(C(NC(=C1)C)=O)CNC(=O)C1=C(N(C2=CC=CC=C12)[C@H](C)C1CCN(CC1)CC(F)(F)F)C N-[(4-methoxy-6-methyl-2-oxo-1H-pyridin-3-yl)methyl]-2-methyl-1-[(1R)-1-[1-(2,2,2-trifluoroethyl)piperidin-4-yl]ethyl]indole-3-carboxamide